3-((1R,4r)-4-hydroxycyclohexyl)-6,8-bis(1-methyl-1H-pyrazol-4-yl)pyrido[3,4-d]pyrimidin-4(3H)-one OC1CCC(CC1)N1C=NC2=C(C1=O)C=C(N=C2C=2C=NN(C2)C)C=2C=NN(C2)C